(±)-N-(4,5-dichloro-2-cyanophenyl)-3-oxo-3,5,6,7,8,9-hexahydro-2H-6,9-epimino-cyclohepta[c]pyridine-10-carboxamide ClC1=CC(=C(C=C1Cl)NC(=O)N1C2CC=3C(=CNC(C3)=O)C1CC2)C#N